C(#N)C=1C=C(C=CC1F)NC(=NO)C1=NON=C1 N-(3-cyano-4-fluorophenyl)-N'-hydroxy-1,2,5-oxadiazole-3-carboximidamide